phenoxypyrazoline O(C1=CC=CC=C1)N1NC=CC1